tert-butyl 7-{2-[(4-{[2-(2-methoxyethoxy) ethanesulfonyl] methyl} phenyl) amino]-5H,6H,7H,8H-pyrido[3,4-d]pyrimidin-7-yl}-8-methyl-1H,2H,3H-pyrido[2,3-b][1,4]oxazine-1-carboxylate COCCOCCS(=O)(=O)CC1=CC=C(C=C1)NC=1N=CC2=C(N1)CN(CC2)C2=C(C1=C(OCCN1C(=O)OC(C)(C)C)N=C2)C